[Ce].[La].[Ag].[Pd] Palladium-silver-lanthanum-cerium